N-(2,6-difluoro-3-(5-(6-fluoro-4-methylpyridin-3-yl)-1H-pyrrolo[2,3-b]pyridine-3-carbonyl)phenyl)-3,3,3-trifluoropropane-1-sulfonamide FC1=C(C(=CC=C1C(=O)C1=CNC2=NC=C(C=C21)C=2C=NC(=CC2C)F)F)NS(=O)(=O)CCC(F)(F)F